ClC=1C=C(C=C)C=CC1 m-chlorostyrene